6-tert-butyl-10-methoxy-9-[2-(2-methoxypropan-2-yl)thiazol-5-yl]-2-oxo-6,7-dihydro-2H-pyrido[2,1-a]Isoquinoline-3-carboxylic acid ethyl ester C(C)OC(=O)C=1C(C=C2N(C(CC3=CC(=C(C=C23)OC)C2=CN=C(S2)C(C)(C)OC)C(C)(C)C)C1)=O